BrCC(=C(C(=O)OCC)C(=O)OCC)C1=CC=CC=C1 diethyl 2-(bromomethyl)-2-phenylethene-1,1-dicarboxylate